2-oxo-4-hydroxy-4-carboxy-5-ureidoimidazoline C1(=NC(=O)NC1(C(=O)O)O)NC(=O)N